N[C@@]1(C[C@@H](O[C@@H]1CO)N1C(=O)NC(=O)C(C)=C1)O 3'-amino-thymidine